BrC=1C=CC(=NC1)C=1C=NN(C1C(=O)O)C 4-(5-bromopyridin-2-yl)-1-methyl-1H-pyrazole-5-carboxylic acid